C(C)(C)(C)OC(=O)N1C(CCCC1)OC=1C(=C2C(=NC1)N(C=C2)[Si](C(C)C)(C(C)C)C(C)C)Cl (4-chloro-1-triisopropylsilyl-pyrrolo[2,3-b]pyridin-5-yl)oxypiperidine-1-carboxylic acid tert-butyl ester